FC(C1=NN(C=C1NC(=O)C=1C=NN2C1N=C(C=C2)N2CCOCC2)C2CCN(CC2)CC2=CC(=NC=C2F)N2C(NC(CC2)=O)=O)F N-(3-(difluoromethyl)-1-(1-((2-(2,4-dioxotetrahydropyrimidin-1(2H)-yl)-5-fluoropyridin-4-yl)methyl)piperidin-4-yl)-1H-pyrazol-4-yl)-5-morpholinopyrazolo[1,5-a]pyrimidine-3-carboxamide